2,5-dihydro-3-furancarboxylic acid methyl ester sodium salt [Na].COC(=O)C=1COCC1